(2S,3R)-3-(dibenzylamino)-1,1-difluoro-1-(benzenesulfonyl)heptan-2-ol C(C1=CC=CC=C1)N([C@@H]([C@@H](C(S(=O)(=O)C1=CC=CC=C1)(F)F)O)CCCC)CC1=CC=CC=C1